trans-4-((3-(2-Cyclopropylthiazol-5-yl)phenyl)((trans-4-(4-(methylsulfonyl)phenyl)cyclohexyl)methyl) carbamoyl)cyclohexyl 3-hydroxyazetidine-1-carboxylate OC1CN(C1)C(=O)O[C@@H]1CC[C@H](CC1)C(N(C[C@@H]1CC[C@H](CC1)C1=CC=C(C=C1)S(=O)(=O)C)C1=CC(=CC=C1)C1=CN=C(S1)C1CC1)=O